(R)-3-(3-(cyanomethyl)phenyl)-1-isopropyl-N-(3-methyl-1,1-dioxidothietan-3-yl)-4,5,6,7-tetrahydro-1H-indazole-6-carboxamide C(#N)CC=1C=C(C=CC1)C1=NN(C=2C[C@@H](CCC12)C(=O)NC1(CS(C1)(=O)=O)C)C(C)C